(R)-4-((2-(3-amino-3-methylpyrrolidin-1-yl)pyrido[2,3-b]pyrazin-6-yl)thio)-3-chloropyridin-2-amine N[C@]1(CN(CC1)C=1N=C2C(=NC1)N=C(C=C2)SC2=C(C(=NC=C2)N)Cl)C